dianiline diisocyanate [N-]=C=O.[N-]=C=O.NC1=CC=CC=C1.NC1=CC=CC=C1